4-nitrophenyl (5-bromopyridin-2-yl)carbamate BrC=1C=CC(=NC1)NC(OC1=CC=C(C=C1)[N+](=O)[O-])=O